C(C)(C)(C)OC(=O)NC1=CC=C(C=C1)CC(=O)ON1C(CCC1=O)=O succinimidyl 4-[(tert-Butyloxycarbonyl)amino]-phenylacetate